CN1CCN(CC1)C1=C(C=C(C=C1)[N+](=O)[O-])CC(C(=O)N)C [2-(4-methylpiperazin-1-yl)-5-nitrophenyl]methylpropanamide